N-[2-(Acridin-9-ylamino)-ethyl]-N'-(6-chloro-1,2,3,4-tetrahydro-acridin-9-yl)-N-methyl-ethane-1,2-diamine C1=CC=CC2=NC3=CC=CC=C3C(=C12)NCCN(CCNC=1C2=CC=C(C=C2N=C2CCCCC12)Cl)C